N'-cyclohexyl-terephthalamide C1(CCCCC1)NC(C1=CC=C(C(=O)N)C=C1)=O